CO[Si](CCC1(CCCCC1)O)(OC)OC (2-trimethoxysilyl-ethyl)cyclohexan-1-ol